[I-].CC=1C=C2C=CC=[N+](C2=CC1)C 6-methyl-N-(methyl)quinolinium iodide